C(CC)OC1=C(C=CC(=C1)N)C1=C(C=C(C=C1)N)OCCC 2,2'-dipropoxy-4,4'-diaminobiphenyl